17-azido-3,6,9,12,15-pentaoxaheptadecyl ((R)-2,5,7,8-tetramethyl-2-((4R,8R)-4,8,12-trimethyltridecyl)chroman-6-yl) succinate C(CCC(=O)OC=1C(=C2CC[C@](OC2=C(C1C)C)(CCC[C@@H](CCC[C@@H](CCCC(C)C)C)C)C)C)(=O)OCCOCCOCCOCCOCCOCCN=[N+]=[N-]